[Pd].C1(=CC=CC=C1)C(C1=CC=CC=C1)=CC(C)=O.C1(=CC=CC=C1)C(C1=CC=CC=C1)=CC(C)=O bis(diphenylmethyleneacetone) palladium